FC1=C(OC2=CC=NC3=CC(=C(C=C23)OC)OCCC(=O)[O-])C=CC(=C1)NC(=O)C1(CC1)C(NC1=CC=C(C=C1)F)=O.[Na+] Natrium 3-[[4-[2-Fluoro-4-[[1-[(4-fluorophenyl)carbamoyl]cyclopropanecarbonyl]amino] phenoxy]-6-methoxy-7-quinolyl]oxy]propionat